2,2-difluorovinylbenzene FC(=CC1=CC=CC=C1)F